5-[2-fluoro-6-hydroxy-4-(6-methoxy-3-pyridinyl)phenyl]-1,1-dioxo-1,2,5-thiadiazolidin-3-one FC1=C(C(=CC(=C1)C=1C=NC(=CC1)OC)O)N1CC(NS1(=O)=O)=O